OC1=CC=C2CC(COC2=C1)C1=C(C=C(C=C1)O)O 7,2',4'-trihydroxyisoflavan